Cl.O1CC(CC1)OC=1C=C(C=CC1)[C@H](C)N (1S)-1-(3-((Tetrahydrofuran-3-yl)oxy)phenyl)ethylamine hydrochloride